C(C)(C)(C)OC(=O)N1[C@H]([C@H](CCC1)C(N(C)CCN1C[C@H](CC1)OC)=O)C(=O)O (2R,3S)-1-tert-butoxycarbonyl-3-[2-[(3S)-3-methoxypyrrolidin-1-yl]ethyl-methyl-carbamoyl]piperidine-2-carboxylic acid